3-(5-{1,4-Dioxaspiro[4.5]dec-7-en-8-yl}-3-methyl-2-oxo-1,3-benzodiazol-1-yl)piperidine-2,6-dione O1CCOC12CC=C(CC2)C2=CC1=C(N(C(N1C)=O)C1C(NC(CC1)=O)=O)C=C2